2-((1-hydroxy-3-(4-(2-(5-(1-hydroxyethyl)pyridin-2-yl)ethoxy)phenyl)propan-2-yl)disulfaneyl)-3-(4-(2-(5-(1-hydroxyethyl)pyridin-2-yl)ethoxy)phenyl)propanoic acid OCC(CC1=CC=C(C=C1)OCCC1=NC=C(C=C1)C(C)O)SSC(C(=O)O)CC1=CC=C(C=C1)OCCC1=NC=C(C=C1)C(C)O